COC(COC1=CC2=C(N(CC(CS2(=O)=O)(CCCC)CCCC)C2=CC=CC=C2)C=C1N(C)C)=O 2-((3,3-Dibutyl-7-(dimethylamino)-1,1-dioxido-5-phenyl-2,3,4,5-tetrahydro-1,5-benzothiazepin-8-yl)oxy)acetic acid methyl ester